1,6-diisothiocyanatohexane N(=C=S)CCCCCCN=C=S